S1C=CC2=C1CCCC2=O 4,5,6,7-tetrahydrobenzothiophen-4-one